FC(C1=NC(=NO1)C1=CC=C(C=C1)CN1CCCCC1)(F)F 1-[[4-[5-(trifluoromethyl)-1,2,4-oxadiazol-3-yl]phenyl]methyl]piperidin